(4-(2,6-difluoro-4-(3-hydroxypent-3-yl)phenyl)thiophen-2-yl)boronic acid FC1=C(C(=CC(=C1)C(CC)(CC)O)F)C=1C=C(SC1)B(O)O